3-(4-Benzyloxy-6-methyl-2-pyridyl)-6-(trifluoromethyl)-2-[4-(trifluoromethyl)cyclohexen-1-yl]pyridine C(C1=CC=CC=C1)OC1=CC(=NC(=C1)C)C=1C(=NC(=CC1)C(F)(F)F)C1=CCC(CC1)C(F)(F)F